ClC=1C=CC(=C(C1)CC(=O)NC1=CCN(C=C1)C1(COCC1)CO)O 4-[[2-(5-Chloro-2-hydroxyphenyl)acetyl]amino]-N-[3-(hydroxymethyl)tetrahydrofuran-3-yl]pyridin